3-[(3-Acrylamidopropyl)dimethylammonio]propane-1-sulfonate C(C=C)(=O)NCCC[N+](CCCS(=O)(=O)[O-])(C)C